3-(2-hydroxyphenyl)-N-[1-methyl-3-(trifluoromethyl)-1H-pyrazol-5-yl]quinoline-7-carboxamide OC1=C(C=CC=C1)C=1C=NC2=CC(=CC=C2C1)C(=O)NC1=CC(=NN1C)C(F)(F)F